CCC1=CN=C(C=C1)CCOC2=CC=C(C=C2)CC3C(=O)NC(=O)S3 The molecule is a member of the class of thiazolidenediones that is 1,3-thiazolidine-2,4-dione substituted by a benzyl group at position 5 which in turn is substituted by a 2-(5-ethylpyridin-2-yl)ethoxy group at position 4 of the phenyl ring. It exhibits hypoglycemic activity. It has a role as an insulin-sensitizing drug, an EC 2.7.1.33 (pantothenate kinase) inhibitor and a xenobiotic. It is a member of thiazolidinediones, an aromatic ether and a member of pyridines.